5-(N-(2,3-dimethylphenyl)sulfamoyl)-3-methylbenzofuran-2-carboxylic acid CC1=C(C=CC=C1C)NS(=O)(=O)C=1C=CC2=C(C(=C(O2)C(=O)O)C)C1